tert-butyl (9-hydroxynon-5-yn-1-yl)(methyl)carbamate OCCCC#CCCCCN(C(OC(C)(C)C)=O)C